FC(C1=CC(=NC(=C1)C(F)(F)F)N1[C@@H](CCC1)C(=O)N(CCCN1CCCC1)C1=CC(=C(C=C1)F)Cl)(F)F (S)-1-(4,6-bis(trifluoromethyl)pyridin-2-yl)-N-(3-chloro-4-fluorophenyl)-N-(3-(pyrrolidin-1-yl)propyl)pyrrolidine-2-carboxamide